COC(NS(=O)(=O)C=1SC(=CC1C1=C(C=C(C=C1)CN1C(=NC=C1)C(C)(C)C)C)CC(C)C)=O ((3-(4-((2-(tert-butyl)-1H-imidazol-1-yl)methyl)-2-methylphenyl)-5-isobutylthiophene-2-yl)sulfonyl)carbamic acid methyl ester